NC1=CC=C(C(=O)C2(C(C=C(C=C2)C(C2=CC(=CC=C2)N)=O)N)N)C=C1 1-(4-aminobenzoyl)-4-(3-aminobenzoyl)phenylenediamine